1-Iodo-2-methylpropyl 2-(2-acetoxyphenyl)acetate C(C)(=O)OC1=C(C=CC=C1)CC(=O)OC(C(C)C)I